FC(OC1=C(C=C(C=C1)OC1=C(C=CC(=C1)CNCCO)F)C1=NN(C=C1NC(=O)C=1C=NN2C1N=CC=C2)C)F N-[3-[2-(difluoromethoxy)-5-[2-fluoro-5-[(2-hydroxyethylamino)methyl]phenoxy]phenyl]-1-methyl-pyrazol-4-yl]pyrazolo[1,5-a]pyrimidine-3-carboxamide